C(C)OC([C@@H](NC1=NN2C(C=C(C(=C2)C(F)(F)F)Cl)=N1)C)=O |r| N-[7-chloro-6-(trifluoromethyl)[1,2,4]triazolo[1,5-a]pyridin-2-yl]-DL-alanine ethyl ester